NC=1C2=C(N=CN1)N(C=C2C2=CC(=C(C#N)C=C2)F)C(C)C=2N=NN(C2)C2=C(C=CC=C2)F 4-(4-Amino-7-{1-[1-(2-fluorophenyl)-1H-1,2,3-triazol-4-yl]ethyl}-7H-pyrrolo[2,3-d]pyrimidin-5-yl)-2-fluorobenzonitrile